2-((1-(3-ethyl-4,7-dimethyl-5-oxo-4,5-dihydro-3H-pyrazolo[3,4-c]isoquinolin-9-yl)ethyl)amino)benzoic acid C(C)N1N=CC2=C1N(C(C=1C=C(C=C(C21)C(C)NC2=C(C(=O)O)C=CC=C2)C)=O)C